BrC=1C=NC(=C(C(=O)N(COCCOC)C2CC2)C1)Cl 5-bromo-2-chloro-N-cyclopropyl-N-((2-methoxyethoxy)methyl)nicotinamide